COC=1C=C(C(=O)N2[C@@H](CCC2)C(=O)NC=2C=CC=C3C=CC=NC23)C=CC1N1C=NC(=C1)C (S)-1-(3-methoxy-4-(4-methyl-1H-imidazol-1-yl)benzoyl)-N-(quinolin-8-yl)pyrrolidine-2-carboxamide